(2-(2,2,2-trifluoroethyl)pyridin-4-yl)methanamine FC(CC1=NC=CC(=C1)CN)(F)F